FC(CN1N=NC2=C1C=C(C=C2)C=2C=CN1N=C(N=C(C12)OC)NC1CC(C1)(C#N)C)F (1r,3r)-3-((5-(1-(2,2-difluoroethyl)-1H-benzo[d][1,2,3]triazol-6-yl)-4-methoxypyrrolo[2,1-f][1,2,4]triazin-2-yl)amino)-1-methylcyclobutane-1-carbonitrile